6-(benzylcarbamoyl)-1-methylcyclohex-3-ene-1-carboxylic acid C(C1=CC=CC=C1)NC(=O)C1CC=CCC1(C(=O)O)C